FC=1C(=NC(=NC1)NC1=CC=C(C=C1)O[C@H]1COCC1)NC=1C=C(C=CC1)NC(C=C)=O (R)-N-(3-(5-fluoro-2-(4-(tetrahydrofuran-3-yloxy)phenylamino)pyrimidin-4-ylamino)phenyl)acrylamide